4-[4-(4-chloro-3-methyl-phenyl)-1-piperidyl]-5-fluoro-2-methoxy-aniline ClC1=C(C=C(C=C1)C1CCN(CC1)C1=CC(=C(N)C=C1F)OC)C